C(#N)C1=CC=C(COC2=CC=CC(=N2)C2=C(C(=C(CC3=NC4=C(N3[C@@H]3COCC3(C)C)C=C(C=C4F)C(=O)O)C(=C2)F)F)F)C=C1 (S)-2-(4-(6-((4-cyanobenzyl)oxy)pyridin-2-yl)-2,3,6-trifluorobenzyl)-1-(4,4-dimethyltetrahydrofuran-3-yl)-4-fluoro-1H-benzo[d]imidazole-6-carboxylic acid